6-bromo-1,4-dimethyl-1,4-dihydroquinoxaline-2,3-dione BrC=1C=C2N(C(C(N(C2=CC1)C)=O)=O)C